FC(C=1C=C(C=CC1)N1C(N(C(C2=CC=CC=C12)=O)C=1C=NC=CC1)=O)(F)F 1-(3-trifluoromethylphenyl)-3-(pyridin-3-yl)quinazoline-2,4(1H,3H)-dione